1-chloropropylamine hydrochloride Cl.ClC(CC)N